FC1(C(C1)C(=O)N)F 2,2-difluorocyclopropane-1-carboxamide